(S)-1-(3-(2-hydroxy-prop-2-yl)phenyl)-3-(isoquinolin-4-yl)-2-oxoimidazoline-4-carbonitrile OC(C)(C)C=1C=C(C=CC1)N1C(N([C@@H](C1)C#N)C1=CN=CC2=CC=CC=C12)=O